OC1CCC=2N(C1)C(=CN2)C(=O)NC2=CC(=C(C=C2)C)C=2C=NC1=CC(=NC=C1C2)NC 6-hydroxy-N-(4-methyl-3-(7-(methylamino)-1,6-naphthyridin-3-yl)phenyl)-5,6,7,8-tetrahydroimidazo[1,2-a]pyridine-3-carboxamide